[C].C(CCCCCCCCC(=O)O)(=O)O sebacic acid carbon